O1C=C(C=C1)C1=CC(=CC2=CN(N=C12)CCC(C)(C)O)NC(C1=CC(=CC=C1)[N+](=O)[O-])=O N-(7-(furan-3-yl)-2-(3-hydroxy-3-methylbutyl)-2H-indazol-5-yl)-3-nitrobenzamide